FC(C(=O)O)(F)F.N[C@@H](CCCCN1C(C2C3(C(=C(C(C2(C1=O)Br)(C3=O)C)C3=CC=CC=C3)C3=CC=CC=C3)C)=O)C=3OC(=NN3)C (1S)-1-Amino-5-(3a-bromo-4,7-dimethyl-1,3,8-trioxo-5,6-diphenyl-1,3,3a,4,7,7a-hexahydro-2H-4,7-methanoisoindol-2-yl)-1-(5-methyl-1,3,4-oxadiazol-2-yl)pentane trifluoroacetic acid salt